C1(=CC=CC=C1)C1=NC(=CC(=C1)C1=C(C(=C(C=C1)OC)OC)OC)C1=CC=CC=C1 2,6-diphenyl-4-(2,3,4-trimethoxyphenyl)pyridine